5-amino-N-{4-[3-amino-4-hydroxy-4,5-dimethylpiperidin-1-yl]-2,3-dihydrofuro[2,3-b]pyridin-5-yl}-2-(2,6-difluorophenyl)-1,3-thiazole-4-carboxamide NC1=C(N=C(S1)C1=C(C=CC=C1F)F)C(=O)NC=1C(=C2C(=NC1)OCC2)N2CC(C(C(C2)C)(C)O)N